(1S,4S)-4-hydroxy-4-methylcyclohexyl-5-nitro-3,4-dihydro-2H-benzo[b][1,4]oxazine-7-sulfonamide OC1(CCC(CC1)C1CNC2=C(O1)C=C(C=C2[N+](=O)[O-])S(=O)(=O)N)C